C(C(=O)N)(=O)[O-].N=C1[NH2+]C(C2=CC=CC=C12)=N 1,3-diiminoisoindolinium oxamate